1-methyl-3-[(3RS)-3-(1-methylpyrazol-4-yl)tetrahydrofuran-3-yl]-1-[(1S)-1-(4-pyridyl)ethyl]urea CN(C(=O)N[C@@]1(COCC1)C=1C=NN(C1)C)[C@@H](C)C1=CC=NC=C1 |&1:5|